CCOC(=O)C1=NOC(C1)CC2=C(C(=C3C(=C2OC)OCO3)OC)/C=N/NC(=O)C4=C(C5=C(C=C(N=C5S4)C)COC)N6C=CC=C6 xylate